(5'S,7a'R)-5'-(3,5-difluorophenyl)-1-(pyridine-2-carbonyl)tetrahydro-3'H-spiro[piperidine-4,2'-pyrrolo[2,1-b][1,3]-oxazol]-3'-one FC=1C=C(C=C(C1)F)[C@@H]1CC[C@H]2OC3(C(N21)=O)CCN(CC3)C(=O)C3=NC=CC=C3